2-Ethyl-4-(piperazin-1-yl)butanoic acid methyl ester COC(C(CCN1CCNCC1)CC)=O